CC1=NC=CC(=C1)C=1C=C2C=CN=C(C2=CN1)NCC=1C=CC(=NC1)C1=CC(=NC=C1)C(F)(F)F 6-(2-methylpyridin-4-yl)-N-((2'-(trifluoromethyl)-2,4'-bipyridin-5-yl)methyl)-2,7-naphthyridin-1-amine